C(C)(=O)OC1=C(C=C(C=C1)C=CC(=O)[O-])OC 3-(4-acetoxy-3-methoxyphenyl)acrylate